1,2-dimethoxyethane nickel dichloride [Ni](Cl)Cl.COCCOC